ClC=1C(N(N=CC1NC[C@@]1(COCCC1)F)C1=CC=C(C=C1)N(C)C1=CC=C(C=C1)OCF)=O (S)-4-chloro-2-(4-((4-(fluoromethoxy)phenyl)(methyl)amino)phenyl)-5-(((3-fluorotetrahydro-2H-pyran-3-yl)methyl)amino)pyridazine-3(2H)-one